3-(2-((6-chlorohexyl)oxy)ethoxy)-N-(3',6'-di(azetidin-1-yl)-2-diazo-3-oxo-2,3-dihydrospiro[indene-1,9'-xanthen]-6-yl)propanamide ClCCCCCCOCCOCCC(=O)NC1=CC=C2C(C(C3(C4=CC=C(C=C4OC=4C=C(C=CC34)N3CCC3)N3CCC3)C2=C1)=[N+]=[N-])=O